cyclopropyl-3-nitroaniline C1(CC1)NC1=CC(=CC=C1)[N+](=O)[O-]